dimethyl 5-bromo-benzene-1,3-dicarboxylate BrC=1C=C(C=C(C1)C(=O)OC)C(=O)OC